(R)-1-(4-(2-Benzyl-4-(methylsulfonyl)piperazin-1-yl)phenyl)-5,7-difluoro-1H-benzo[d][1,2,3]triazol-6-ol C(C1=CC=CC=C1)[C@H]1N(CCN(C1)S(=O)(=O)C)C1=CC=C(C=C1)N1N=NC2=C1C(=C(C(=C2)F)O)F